6-(4-ethylbenzyl)-3-(3,5-difluorobenzyl)-1,2,3,4,6,8,9,10-octahydro-5H-pyrido[3,4-e]pyrimido[1,2-a]pyrimidin-5-one C(C)C1=CC=C(CN2C=3N(C4=C(C2=O)CN(CC4)CC4=CC(=CC(=C4)F)F)CCCN3)C=C1